(rac)-4-chloro-5-((2,2-difluorocyclopropyl)methyl)-2-(2-methyl-2H-indazol-5-yl)-2,5-dihydro-3H-pyrrolo[3,2-c]pyridazin-3-one ClC1=C2C(=NN(C1=O)C1=CC3=CN(N=C3C=C1)C)C=CN2C[C@@H]2C(C2)(F)F |r|